[I-].CCC n-propane iodide